C(C=C)S(=O)(=O)Cl prop-2-ene-1-sulfonyl chloride